(7RS)-5-acryloyl-2-(4-fluorophenyl)-3-(pyridin-4-yl)-4,5,6,7-tetrahydropyrazolo[1,5-a]pyrazine-7-carboxamide C(C=C)(=O)N1CC=2N([C@H](C1)C(=O)N)N=C(C2C2=CC=NC=C2)C2=CC=C(C=C2)F |r|